CC(=O)[C@H]1CC[C@@H]2[C@@]1(CC[C@H]3[C@H]2CC[C@@H]4[C@@]3(CCC(=O)C4)C)C The molecule is a C21-steroid hormone that is 5alpha-pregnane substituted by oxo groups at positions 3 and 20. It is a metabolite of progestrone. It has a role as a human metabolite and a progestogen. It is a 20-oxo steroid, a C21-steroid hormone and a 3-oxo-5alpha-steroid. It derives from a progesterone. It derives from a hydride of a 5alpha-pregnane.